ethyl-1-methyl-cyclopropanecarboxylate C(C)OC(=O)C1(CC1)C